[O-]CCC.[Zr+] zirconium mono-n-propoxide